N6-(N-{(1r,4S)-4-[({[(9H-fluoren-9-yl)methoxy]carbonyl}amino)methyl]cyclohexane-1-carbonyl}-L-tyrosyl)-N2-{[(1S)-1,3-dicarboxypropyl]carbamoyl}-L-lysine C1=CC=CC=2C3=CC=CC=C3C(C12)COC(=O)NCC1CCC(CC1)C(=O)N[C@@H](CC1=CC=C(C=C1)O)C(=O)NCCCC[C@H](NC(N[C@@H](CCC(=O)O)C(=O)O)=O)C(=O)O